ClC1=C(C(=C(C=C1)C(=C(C#N)C#N)OC)F)F 2-[(4-Chloro-2,3-difluoro-phenyl)-methoxy-methylene]malononitrile